FC1(CCC2(CN(C2)C(=O)C2CC(C2)(C)O)CC1)C1=CC=C2C(=N1)N(C=C2)C (7-fluoro-7-(1-methyl-1H-pyrrolo[2,3-b]pyridin-6-yl)-2-azaspiro[3.5]non-2-yl)((1s,3s)-3-hydroxy-3-methylcyclobutyl)methanone